dibenzobenzocyclobutene C1=CC2=C1C1=C(C3=C2C=CC=C3)C=CC=C1